C(#N)C=1C(=C(C(=O)NC=2SC(=CN2)[N+](=O)[O-])C=CC1)C cyano-2-methyl-N-(5-nitrothiazol-2-yl)benzamide